(4-((6,7-dimethylquinolin-4-yl)oxy)-2-fluorophenyl)-N-(4-fluoro-3-(trifluoromethyl)phenyl)-2-oxoacetamide CC=1C=C2C(=CC=NC2=CC1C)OC1=CC(=C(C=C1)C(C(=O)NC1=CC(=C(C=C1)F)C(F)(F)F)=O)F